C(C)(C)(C)C1=C(C(=C2CC(C(C2=C1)=O)C)C1=CC(=CC(=C1)C(C)(C)C)C(C)(C)C)OC 6-tert-butyl-4-(3,5-di-tert-butylphenyl)-5-methoxy-2-methylindan-1-one